N',1-dihydroxyisoquinoline-7-carboxamidine ON=C(N)C1=CC=C2C=CN=C(C2=C1)O